ClC1=CC2=C(CCO[C@]23C[C@@H](N(CC3)CC=3C=NC(=NC3)NC(CO)(C)C)C)S1 2-[[5-[[(2'S,4R)-2-chloro-2'-methyl-spiro[6,7-dihydrothieno[3,2-c]pyran-4,4'-piperidine]-1'-yl]methyl]pyrimidin-2-yl]amino]-2-methyl-propan-1-ol